1-(4-((2-hydroxyethyl)(methyl)amino)-phenyl)-3-(4-isopropyl-2-(4-(trifluoromethyl)phenyl)thiazol-5-yl)propan-1-one OCCN(C1=CC=C(C=C1)C(CCC1=C(N=C(S1)C1=CC=C(C=C1)C(F)(F)F)C(C)C)=O)C